OCOC(NC12CC(C1)C2)=O (hydroxymethyl)bicyclo[1.1.1]pentan-1-ylcarbamate